C1(CC1)C=1C=CC=C2C(=CNC12)C1=CC=C(C(=N1)C)N 6-(7-cyclopropyl-1H-indol-3-yl)-2-methylpyridin-3-amine